ClC1=CC=C(C=C1)C(C=CC1=CC=CC=C1)=O 1-(4-chlorophenyl)-3-phenyl-2-propen-1-one